1-ethyl-9,10-bis(isopropoxycarbonyloxy)anthracene C(C)C1=CC=CC2=C(C3=CC=CC=C3C(=C12)OC(=O)OC(C)C)OC(=O)OC(C)C